CN1CCN(CCC1)C(C(=O)N)CC 2-(4-methyl-1,4-diazepan-1-yl)butanamide